(S)-2'-oxo-5,6-dihydro-4H-spiro[benzo[d]isoxazole-7,1'-cyclohexane]-3-carbonitrile O=C1[C@@]2(CCCC1)CCCC=1C(=NOC12)C#N